O[C@@H]1C[C@H]2[C@H](CCCC3=C(O2)C=C(C=C3)C(=O)O)[C@H]1\C=C\C(C(CCC(C)C)C(F)(F)F)O (2R,3R,3aR,11aS)-2-hydroxy-3-[(1E,3ξ,4ξ)-3-hydroxy-7-methyl-4-(trifluoromethyl)-1-octen-1-yl]-1,2,3,3a,4,5,6,11a-octahydrobenzo[b]cyclopenta[g]oxocine-9-carboxylic acid